Cl.O1COC2=C1C=CC(=C2)[C@H](C)N2CCN(CC2)C2=NN=C(S2)NC(C)=O N-(5-{4-[(1S)-1-(2H-1,3-benzodioxol-5-yl)ethyl]piperazin-1-yl}-1,3,4-thiadiazol-2-yl)acetamide, mono-hydrochloride